C(=O)(O)C1=CC=C(C=C1)C=1C2=CC=CC=C2C(=C2C=CC=CC12)C1=CC=C(C=C1)C(=O)O 9,10-di(p-carboxyphenyl)anthracene